tert-butyl 2-((1-(2-(2,6-dioxopiperidin-3-yl)-1-oxoisoindolin-5-yl)piperidin-4-yl)oxy)-7-azaspiro[3.5]nonane-7-carboxylate O=C1NC(CCC1N1C(C2=CC=C(C=C2C1)N1CCC(CC1)OC1CC2(C1)CCN(CC2)C(=O)OC(C)(C)C)=O)=O